4-(1-phenylbutyl)pyridine C1(=CC=CC=C1)C(CCC)C1=CC=NC=C1